Ethyl 5-(2-cyclopentylethyl)-4H-1,2,4-triazol-3-carboxylate C1(CCCC1)CCC=1NC(=NN1)C(=O)OCC